N[C@@H]1CN(CC1)C(=O)C=1SC(=CC1C)C1=C(C=C(C=C1)C1CCNCC1)Cl (S)-(3-aminopyrrolidin-1-yl)(5-(2-chloro-4-(piperidin-4-yl)phenyl)-3-methylthiophen-2-yl)methanone